(9H-fluoren-9-yl)methyl (5-((S)-2-((S)-2-amino-3-methylbutanamido)-5-ureidopentanamido)-2-(hydroxymethyl)benzyl)(methyl)carbamate TFA salt OC(=O)C(F)(F)F.N[C@H](C(=O)N[C@H](C(=O)NC=1C=CC(=C(CN(C(OCC2C3=CC=CC=C3C=3C=CC=CC23)=O)C)C1)CO)CCCNC(=O)N)C(C)C